(S)-6-chloro-5-((2-oxotetrahydrofuran-3-yl)amino)-2-phenyl-1H-benzo[d]imidazole-4,7-dione ClC1=C(C(C2=C(NC(=N2)C2=CC=CC=C2)C1=O)=O)N[C@@H]1C(OCC1)=O